C=C(CCC)O methylenbutanol